8-bromo-N-(1-cyanocyclopropyl)-N-(4-methoxybenzyl)imidazo[1,2-a]pyridin-6-sulfonamide BrC=1C=2N(C=C(C1)S(=O)(=O)N(CC1=CC=C(C=C1)OC)C1(CC1)C#N)C=CN2